C(C)OC1=NC=C(C(=C1)N1C(N(C2=C1C=CC(=C2)C(=O)NC2(CCS(CC2)(=O)=O)C)C(C)C)=O)F 1-(2-Ethoxy-5-fluoropyridin-4-yl)-3-isopropyl-N-(4-methyl-1,1-dioxidotetrahydro-2H-thiopyran-4-yl)-2-oxo-2,3-dihydro-1H-benzo[d]imidazole-5-carboxamide